tert-Butyl 4-((2-(2-isopropylphenyl)-8-oxo-7,8-dihydro-9H-purin-9-yl)methyl)piperidine-1-carboxylate C(C)(C)C1=C(C=CC=C1)C1=NC=C2NC(N(C2=N1)CC1CCN(CC1)C(=O)OC(C)(C)C)=O